FC1=C(C=CC(=C1F)OC1=NC=CC=C1C1=NC(=NC=C1)N[C@@H]1CNCCC1)NS(=O)(=O)C1=CC=CC=C1 (S)-N-(2,3-difluoro-4-((3-(2-(piperidin-3-ylamino)pyrimidin-4-yl)pyridin-2-yl)oxy)phenyl)benzenesulfonamide